ClC1=C(C=CC=C1Cl)C1(N=C(C(=N1)C1=CC=CC=C1)C1=CC=CC=C1)C1(N=C(C(=N1)C1=CC=CC=C1)C1=CC=CC=C1)C1=C(C(=CC=C1)Cl)Cl 2,2'-bis(2,3-dichlorophenyl)-4,4',5,5'-tetraphenyl-biimidazole